3-((2,3,5,6-tetrafluoro-4-sulfamoylphenyl)thio)propionic acid FC1=C(C(=C(C(=C1F)S(N)(=O)=O)F)F)SCCC(=O)O